S(=O)(=O)(C1=CC=C(C)C=C1)NC(OC(C)(C)C)=O tert-Butyl tosylcarbamate